DL-3-METHYLASPARTIC ACID CC([C@@H](N)C(=O)O)C(=O)O |r|